(2S)-2-amino-3-[(α-chloroacetyl)amino]-propionic acid N[C@H](C(=O)O)CNC(CCl)=O